C(#N)C1=C2C[C@@H](CNC2=CC=C1)[C@@H](C1=CC=CC=C1)NC[C@@H](C)C=1C=C(C=CC1)[C@@H](C(=O)O)C |o1:21,29| (S or R)-2-(3-((S or R)-1-(((S)-((S)-5-cyano-1,2,3,4-tetrahydroquinolin-3-yl)(phenyl)methyl)amino)propan-2-yl)phenyl)propanoic acid